3-Bromo-1-(2,2,3,3,3-pentafluoropropyl)-1,2,4-triazole BrC1=NN(C=N1)CC(C(F)(F)F)(F)F